2-[[4-[5-isobutyl-2-(2H-tetrazol-5-yl)phenyl]piperazin-1-yl]methyl]pyrido[1,2-a]pyrimidin-4-one C(C(C)C)C=1C=CC(=C(C1)N1CCN(CC1)CC=1N=C2N(C(C1)=O)C=CC=C2)C=2N=NNN2